(R)-Imino(4-((4-(isoindolin-2-ylmethyl)-2-(methylsulfonyl)phenoxy)methyl)phenyl)-(methyl)-λ6-sulfanone N=[S@@](=O)(C)C1=CC=C(C=C1)COC1=C(C=C(C=C1)CN1CC2=CC=CC=C2C1)S(=O)(=O)C